4-(2-(((R)-((S)-7-(1-methyl-1H-pyrazol-5-yl)-2,3-dihydro-1H-pyrido[2,3-b][1,4]oxazin-3-yl)(phenyl)methyl)amino)ethyl)benzonitrile diformate C(=O)O.C(=O)O.CN1N=CC=C1C1=CC2=C(O[C@@H](CN2)[C@@H](C2=CC=CC=C2)NCCC2=CC=C(C#N)C=C2)N=C1